C(C(F)(F)F)(Cl)Br The molecule is a haloalkane comprising ethane having three flouro substituents at the 1-position as well as bromo- and chloro substituents at the 2-position. It has a role as an inhalation anaesthetic. It is a haloalkane, an organofluorine compound, an organochlorine compound and an organobromine compound.